2-amino-N-(6-cyanopyridazin-3-yl)benzamide NC1=C(C(=O)NC=2N=NC(=CC2)C#N)C=CC=C1